COC=1C=CC2=C(NC(=N2)C2=NNC3=CC=C(C=C23)C(=O)O)C1 3-(6-methoxy-1H-benzo[d]imidazol-2-yl)-1H-indazole-5-carboxylic acid